C(CC)OC(C1=CC=CC=C1)=O.C(#N)C=1NC2=CC=CC=C2C1 cyano-indole propyl-benzoate